CC1=NC=2C=CC(=CC2C2=C1C(NN(C2=O)C2=CC=CC=C2)=O)S(=O)(=O)N2CCCC2 5-methyl-2-phenyl-9-(pyrrolidine-1-sulfonyl)-1H,2H,3H,4H-pyridazino[4,5-c]quinoline-1,4-dione